(S)-N-(5-chloropyridin-3-yl)-4-((1-((4-chlorophenyl)amino)-1-oxopropan-2-yl)oxy)benzamide ClC=1C=C(C=NC1)NC(C1=CC=C(C=C1)O[C@H](C(=O)NC1=CC=C(C=C1)Cl)C)=O